BrC=1C=C2C(=NN(C(C2=CC1)=O)CC(=O)O)C(C)C 2-(6-bromo-4-isopropyl-1-oxophthalazin-2(1H)-yl)acetic acid